2-(5-{(1S)-1-[(tert-butoxycarbonyl)amino]ethyl}-3-methyl-1H-1,2,4-triazol-1-yl)-1,3-thiazole-5-carboxylic acid C(C)(C)(C)OC(=O)N[C@@H](C)C1=NC(=NN1C=1SC(=CN1)C(=O)O)C